C(C(C)(C)C)(=O)[O-].[Na+] Natrium pivalat